(2S,5R)-5-[4-(4-fluorophenyl)phenyl]-1H-pyrrole-2-carboxylic acid hydrochloride Cl.FC1=CC=C(C=C1)C1=CC=C(C=C1)C1=CC=C(N1)C(=O)O